CC1=NC=C(C(=O)NC2=CC(=NC=C2)C(F)(F)F)C=C1C1=C2C=CC=NC2=CC=C1 6-methyl-5-(quinolin-5-yl)-N-(2-(trifluoromethyl)pyridin-4-yl)nicotinamide